O1C(=NN=C1)C=1N=C2N(C=3NC(=CC(C3C=C2)=O)C(C(F)(F)F)(F)F)C1 8-(1,3,4-oxadiazol-2-yl)-2-(1,1,2,2,2-pentafluoroethyl)-1H-imidazo[1,2-a]1,8-naphthyridin-4-one